CC(C)(C)[S@](=O)N[C@H]1CCCC12CCNCC2 (S)-2-methyl-N-((S)-8-azaspiro[4.5]decan-1-yl)propane-2-sulfinamide